10-(2,5-dichlorophenoxy)decane-1-sulfonyl chloride ClC1=C(OCCCCCCCCCCS(=O)(=O)Cl)C=C(C=C1)Cl